8-amino-N-(4-{2-[4-(hydroxymethyl)piperidin-1-yl]-2-oxoethyl}-1,3-thiazol-2-yl)-4,4-dimethyl-4,5-dihydro-1H-pyrazolo[4,3-H]quinazoline-3-carboxamide NC1=NC=2C3=C(C(CC2C=N1)(C)C)C(=NN3)C(=O)NC=3SC=C(N3)CC(=O)N3CCC(CC3)CO